N(CCO)(CCO)CCO 2,2',2''-nitrilotriethan-1-ol